C1CN(CCC1(C2=CC=CC=C2)C(=O)O)CCC3=CC=C(C=C3)N The molecule is a piperidinemonocarboxylic acid that is 4-phenylisonipecotic acid in which the hydrogen alpha- to the carboxyl group is substituted by a phenyl group, and the hydrogen attached to the nitrogen is substituted by a 2-(4-aminophenyl)ethyl group. It is an amino acid, a piperidinemonocarboxylic acid and a substituted aniline.